FC=1C=CC(=C2C=NNC12)C1=C(C(NC2=CC(=CN=C12)N1CCOCC1)=O)[N+]1=CC=CC=C1 4-(7-Fluoro-1H-indazol-4-yl)-7-morpholino-3-pyridin-1-ium-1-yl-1H-1,5-naphthyridin-2-one